C1(=CC=CC=C1)C1=NC2=C(N1CC1=CC=C(C(=O)O)C=C1)C=CC=C2C2=CC=C(C=C2)C=2CCCCC2 4-((2-phenyl-4-(2',3',4',5'-tetrahydro-[1,1'-biphenyl]-4-yl)-1H-benzo[d]imidazol-1-yl)methyl)benzoic acid